C(C)C1=C(C(=O)OCCCOC2=NC=C(C=C2)OC)C(=CC(=N1)C(C)OCC=1N=CSC1)C 3-[(5-methoxy-2-pyridinyl)oxy]Propan-1-ol ethyl-4-methyl-6-(1-(thiazol-4-ylmethoxy)ethyl)nicotinate